2-(1-hydroxy-3-methylbutylidene)-5,5-dimethylcyclohexane-1,3-dione OC(CC(C)C)=C1C(CC(CC1=O)(C)C)=O